C(#N)C=1C=CC(=NC1)NC(CC[C@H]/1C2C3CCC=4C(=CC=CC4C3CC[C@@]2(C(\C1=C/O)=O)C)F)=O N-(5-Cyanopyridin-2-yl)-3-((13S,15S,Z)-4-fluoro-16-(hydroxymethylene)-13-methyl-17-oxo-7,8,9,11,12,13,14,15,16,17-decahydro-6H-cyclopenta[a]phenanthren-15-yl)propanamide